C(C)(C)(C)[C@@H]1CC=2C=C3C(=NC2CC1)SC=C3 |r| rac-(6S)-6-tert-butyl-5,6,7,8-tetrahydrothieno[2,3-b]quinoline